2-methyl-N-(1-((6-(trifluoromethyl)pyridin-3-yl)methyl)-1H-indazol-3-yl)furan-3-carboxamide CC=1OC=CC1C(=O)NC1=NN(C2=CC=CC=C12)CC=1C=NC(=CC1)C(F)(F)F